C12(CC3CC(CC(C1)C3)C2)C(C)NC(CN2N=C(C=C2)C(F)(F)F)=O N-[1-(adamantan-1-yl)ethyl]-2-[3-(trifluoromethyl)-1H-pyrazol-1-yl]acetamide